2-((1S,4S)-2,5-diazabicyclo[2.2.1]heptan-2-yl)-N-((S)-chroman-4-yl)benzo[d]thiazole-6-carboxamide [C@@H]12N(C[C@@H](NC1)C2)C=2SC1=C(N2)C=CC(=C1)C(=O)N[C@H]1CCOC2=CC=CC=C12